4,4''-bis(methyl-d3)-[1,1':3',1''-terphenyl] C(C1=CC=C(C=C1)C1=CC(=CC=C1)C1=CC=C(C=C1)C([2H])([2H])[2H])([2H])([2H])[2H]